5-chloro-N4-(1H-indazol-5-yl)-N6,N6-dimethylpyrimidine-4,6-diamine ClC=1C(=NC=NC1N(C)C)NC=1C=C2C=NNC2=CC1